N-(3-((3-cyclopropyl-1-(2-fluoro-4-iodophenyl)-6,8-dimethyl-2,4,7-trioxo-1,2,3,4,7,8-hexahydropyrido[2,3-d]pyrimidin-5-yl)oxy)phenyl)methanesulfonimidamide C1(CC1)N1C(N(C2=C(C1=O)C(=C(C(N2C)=O)C)OC=2C=C(C=CC2)NS(=O)(=N)C)C2=C(C=C(C=C2)I)F)=O